β-(3,4-epoxycyclohexyl)-ethyltrimethoxysilane tert-butyl-(2-(4-((3-carbamoyl-5-ethyl-6-(ethyl(methyl)amino)pyrazin-2-yl)amino)pyridin-2-yl)ethyl)carbamate C(C)(C)(C)N(C(O)=O)CCC1=NC=CC(=C1)NC1=NC(=C(N=C1C(N)=O)CC)N(C)CC.C1(CC2C(CC1)O2)CC[Si](OC)(OC)OC